monooctylbenzene C(CCCCCCC)C1=CC=CC=C1